thiophene-3-ylboronic acid S1C=C(C=C1)B(O)O